BrI bromoiodide